ClC=1C=C2C(=CN=C(C2=CN1)N1CC(C1)CS(=O)(=O)C)C(C)C 6-chloro-4-isopropyl-1-(3-((methylsulfonyl)methyl)azetidin-1-yl)-2,7-naphthyridine